(S)-N-((S)-1-(1-(2,3-dichlorophenyl)-2,5-dimethyl-6-oxo-1,6-dihydropyrimidin-4-yl)-4'H,6'H-spiro[piperidine-4,5'-pyrrolo[1,2-b]pyrazol]-4'-yl)-2-methylpropan-2-sulfinamide ClC1=C(C=CC=C1Cl)N1C(=NC(=C(C1=O)C)N1CCC2([C@@H](C=3N(N=CC3)C2)N[S@@](=O)C(C)(C)C)CC1)C